2-(4-nitrophenyl)-4-(3-propylbenzo[d]thiazol-2(3H)-ylidene)but-2-enal [N+](=O)([O-])C1=CC=C(C=C1)C(C=O)=CC=C1SC2=C(N1CCC)C=CC=C2